NC=1NC(C=2N(C(N(C2N1)[C@@H]1O[C@@H](C[C@H]1O)[C@H](CC)O)=O)CCS(=O)C)=O 2-amino-9-((2R,3R,5S)-3-hydroxy-5-((S)-1-hydroxypropyl)tetrahydrofuran-2-yl)-7-(2-(methylsulfinyl)ethyl)-7,9-dihydro-1H-purine-6,8-dione